C(C)(C)(C)N1N=C(C(=C1Cl)C=O)CC 1-TERT-BUTYL-5-CHLORO-3-ETHYL-1H-PYRAZOLE-4-CARBALDEHYDE